1-(4-fluorophenyl)-2-((4-fluorophenyl)amino)-2-oxoethyl 3-amino-6-(1-(piperidin-4-yl)-1H-pyrazol-4-yl)pyrazine-2-carboxylate hydrochloride Cl.NC=1C(=NC(=CN1)C=1C=NN(C1)C1CCNCC1)C(=O)OC(C(=O)NC1=CC=C(C=C1)F)C1=CC=C(C=C1)F